C1(NCC2=CC=CC=C12)=O 2,3-dihydro-isoindol-1-one